[As](F)(F)F arsenic, fluoride